tert-butyl 5-bromo-3-((2-(2-ethoxy-2-oxoethyl) phenoxy) methyl)-1H-pyrazolo[3,4-b]pyridine-1-carboxylate BrC=1C=C2C(=NC1)N(N=C2COC2=C(C=CC=C2)CC(=O)OCC)C(=O)OC(C)(C)C